Trans-2-(1-(phenylsulfonyl)-1,2,3,4-tetrahydroquinolin-6-yl)-N-(piperidin-4-ylmethyl)cyclopropylamine C1(=CC=CC=C1)S(=O)(=O)N1CCCC2=CC(=CC=C12)[C@H]1[C@@H](C1)NCC1CCNCC1